FC(CC)S(=O)(=O)O 1-fluoro-1-propanesulfonic acid